FC12C([C@@](N(CC1)CC2)(COC)CO)=O (1S,2S,4S)-4-fluoro-2-(hydroxymethyl)-2-(methoxymethyl)quinuclidin-3-one